heptenyl glycidyl ether C(C1CO1)OC=CCCCCC